3-{5-bromo-1H-pyrrolo[2,3-b]Pyridine-3-carbonyl}-2-fluoro-4-methoxyaniline BrC=1C=C2C(=NC1)NC=C2C(=O)C=2C(=C(N)C=CC2OC)F